COC1=CC=C(C=C1)CCCOC(C[N+]2=CNC=C2)C3=CC=C(C=C3)OC The molecule is an organic cation obtained by protonation of the imidazole group of SKF-96365 free base. It is a conjugate acid of a SKF-96365. free base.